1-Cyclopropanecarbonyl-3,5-bis(4-hydroxy-3-methoxybenzylidene)piperidin-4-one C1(CC1)C(=O)N1CC(C(C(C1)=CC1=CC(=C(C=C1)O)OC)=O)=CC1=CC(=C(C=C1)O)OC